N-(4-hydroxyphenyl)benzenesulfonamide C1=CC=C(C=C1)S(=O)(=O)NC2=CC=C(C=C2)O